tert-butyl (2S)-4-(6-chloro-8-fluoro-7-(3-hydroxynaphthalen-1-yl)-2-(2-oxoethoxy)quinazolin-4-yl)-2-(cyanomethyl)piperazine-1-carboxylate ClC=1C=C2C(=NC(=NC2=C(C1C1=CC(=CC2=CC=CC=C12)O)F)OCC=O)N1C[C@@H](N(CC1)C(=O)OC(C)(C)C)CC#N